C1=CC=C(C=C1)N=NC2=CC=C(C=C2)N=NC3=C(C=CC4=CC=CC=C43)O The molecule is a bis(azo) compound that is 2-naphthol substituted at position 1 by a 4-{[(2-methylphenyl)diazenyl]phenyl}diazenyl group. A fat-soluble dye predominantly used for demonstrating triglycerides in frozen sections, but which may also stain some protein bound lipids in paraffin sections. It has a role as a fluorochrome, a histological dye and a carcinogenic agent. It is a member of azobenzenes, a bis(azo) compound and a member of naphthols. It derives from a 2-naphthol.